FC1=C(C=C(C(=C1[N+](=O)[O-])C)F)C1=NOC(=N1)[C@@H]1CN(CCC1)C(=O)OC methyl (S)-3-(3-(2,5-difluoro-4-methyl-3-nitrophenyl)-1,2,4-oxadiazol-5-yl)piperidine-1-carboxylate